((2-hydroxyethyl)azanediyl)bis(hexane-6,1-diyl) bis(4,4-bis(((Z)-oct-5-en-1-yl)oxy)butanoate) C(CCC\C=C/CC)OC(CCC(=O)OCCCCCCN(CCCCCCOC(CCC(OCCCC\C=C/CC)OCCCC\C=C/CC)=O)CCO)OCCCC\C=C/CC